BrC=1C(=NC(=NC1)NC=1C(=NN(C1)[C@H]1CNCC1)C)NCCCN1C(CCCC1)=O |r| rac-(R)-1-(3-((5-Bromo-2-((3-methyl-1-(pyrrolidin-3-yl)-1H-pyrazol-4-yl)amino)pyrimidin-4-yl)amino)propyl)piperidin-2-on